CCCC/C=C\C/C=C\CCCCCCCC(=O)O[C@H](COC(=O)CC/C=C\C/C=C\C/C=C\C/C=C\C/C=C\C/C=C\CC)COP(=O)(O)OC[C@@H](C(=O)O)N 1-(4Z,7Z,10Z,13Z,16Z,19Z-docosahexaenoyl)-2-(9Z,12Z-heptadecadienoyl)-glycero-3-phosphoserine